2-(1H-benzo[d]imidazol-1-yl)-N-(3-chloro-5-methylbenzyl)ethan-1-amine hydrochloride Cl.N1(C=NC2=C1C=CC=C2)CCNCC2=CC(=CC(=C2)C)Cl